P(=O)([O-])([O-])[O-].[Fe+2].[Mn+2].[Li+].[Na+].P(=O)([O-])([O-])[O-] sodium-lithium manganese iron phosphate